(9Z,9'Z,12Z,12'Z)-N,N'-((Methylazanediyl)Bis(Hexane-6,1-Diyl))Bis(N-Hexyloctadeca-9,12-Dienamide) CN(CCCCCCN(C(CCCCCCC\C=C/C\C=C/CCCCC)=O)CCCCCC)CCCCCCN(C(CCCCCCC\C=C/C\C=C/CCCCC)=O)CCCCCC